FC([C@@H]1[C@@](CN(CC1)C(=O)OC(C)(C)C)(C(=O)OC)C)F 1-(Tert-Butyl) 3-methyl (3S,4S)-4-(difluoromethyl)-3-methylpiperidine-1,3-dicarboxylate